(R)-N-(5-(3-(2-hydroxypropan-2-yl)-3-methoxypyrrolidin-1-yl)-2-(trifluoromethyl)pyridin-3-yl)-6-(1-(2,2,2-trifluoroethyl)-1H-pyrazol-4-yl)picolinamide OC(C)(C)[C@@]1(CN(CC1)C=1C=C(C(=NC1)C(F)(F)F)NC(C1=NC(=CC=C1)C=1C=NN(C1)CC(F)(F)F)=O)OC